C(C)N1N=CC(=C1)CN1C(=NC2=C1C(=CC(=C2)C(=O)O)OC)C=2N1CCN(C3=CC=CC(C2)=C13)CCCO 1-[(1-ethylpyrazol-4-yl)methyl]-2-[9-(3-hydroxypropyl)-1,9-diazatricyclo[6.3.1.04,12]dodeca-2,4(12),5,7-tetraen-2-yl]-7-methoxy-benzimidazole-5-carboxylic acid